ClC1=CC(=C2C(=N1)C(=CS2)I)N(C(OC(C)(C)C)=O)CC=2SC=CC2 tert-Butyl (5-chloro-3-iodothieno[3,2-b]pyridin-7-yl)(thiophen-2-ylmethyl)carbamate